COC1=C(OCC=2C=CC=C3C=CN=CC23)C=CC(=C1)B1OC(C(O1)(C)C)(C)C 8-((2-methoxy-4-(4,4,5,5-tetramethyl-1,3,2-dioxaborolan-2-yl)phenoxy)methyl)isoquinoline